Diethyl {[3-(3-cyanophenyl)-1-(4-methoxybenzyl)-1H-pyrazol-5-yl]methyl}phosphonate C(#N)C=1C=C(C=CC1)C1=NN(C(=C1)CP(OCC)(OCC)=O)CC1=CC=C(C=C1)OC